BrC=1C=C2C=3C=C(C=CC3N(C2=CC1)C1=CC=C(C=C1)OCCOCCOCC)N(C1=CC=C(C=C1)OC)C1=CC=C(C=C1)OC 6-bromo-9-(4-(2-(2-ethoxyethoxy)ethoxy)phenyl)-N,N-bis(4-methoxyphenyl)-9H-carbazol-3-amine